C(C)(C)(C)OC(=O)N1C(CN(CC1)C1=CC=C(C=C1)OCC1=CC=CC=C1)CO 4-(4-(benzyloxy)phenyl)-2-(hydroxymethyl)piperazine-1-carboxylic acid tert-butyl ester